C(C)(C)N1C=CC2=C(C=C(C=C12)C(=O)N1CC2(CC1)CCNCC2)N2C(NC(CC2)=O)=O 1-(1-Isopropyl-6-(2,8-diazaspiro[4.5]decane-2-carbonyl)-1H-indol-4-yl)dihydropyrimidine-2,4(1H,3H)-dione